2-(4-tolyloxy)-6,7-dihydropyrrolo[1,2-a]thiazolo[5,4-d]pyrimidin-9(5H)-one C1(=CC=C(C=C1)OC=1SC=2N=C3N(C(C2N1)=O)CCC3)C